FC(C=CI)(C(F)(F)F)F 3,3,4,4,4-pentafluoro-1-iodo-1-butene